ClC1=C(C=CC(=C1OCC1=CC=C(C=C1)OC)OCC1=CC=C(C=C1)OC)C(C(=O)NCCC(=O)O)=O 3-(2-(2-chloro-3,4-bis((4-methoxybenzyl)oxy)phenyl)-2-oxoacetamido)propionic acid